O=C1NC(CC[C@@H]1N1NC2=CC(=CC=C2C1=O)C1CCN(CC1)CC1=C(C#N)C=CC=C1)=O (S)-2-((4-(2-(2,6-dioxopiperidin-3-yl)-3-oxo-2,3-dihydro-1H-indazol-6-yl)piperidin-1-yl)methyl)benzonitrile